Cholesteryl Dodecanoate CCCCCCCCCCCC(=O)O[C@H]1CC[C@@]2([C@H]3CC[C@]4([C@H]([C@@H]3CC=C2C1)CC[C@@H]4[C@H](C)CCCC(C)C)C)C